FC(F)SC=1C(=NN2C(=NC=CC21)SC)N 3-[(difluoromethyl)sulfanyl]-7-(methylsulfanyl)pyrazolo[1,5-c]pyrimidin-2-amine